ClC=1C(=C(C=CC1OC(F)F)NC=1C2=C(N=CN1)C=NC(=N2)O[C@@H]2CNCC2)F (S)-N-(3-Chloro-4-(difluoromethoxy)-2-fluorophenyl)-6-(pyrrolidin-3-yloxy)pyrimido[5,4-d]pyrimidin-4-amine